4-acryloyl-2-(4-methylphenyl)-3,4-dihydro-2-phenyl-benzo[f][1,4]Thiazepine-5(2H)-one C(C=C)(=O)N1CC(SC2=C(C1=O)C=CC=C2)(C2=CC=CC=C2)C2=CC=C(C=C2)C